6-bromo-2-((2,6-difluorobenzyl)oxy)-3-fluoropyridine BrC1=CC=C(C(=N1)OCC1=C(C=CC=C1F)F)F